NC1=C(C=2OC3=C(C(C=CC3=C(C2C=C1)C1=C(C=CC(=C1)C(NCN)=O)C(=O)O)=[NH2+])S(=O)(=O)[O-])S(=O)(=O)[O-].[Na+].C(C)OS(=O)=O Monoethyl-sulfonate sodium 6-amino-9-(5-((aminomethyl)carbamoyl)-2-carboxyphenyl)-3-iminio-3H-xanthene-4,5-disulfonate